5-amino-1-((2-(4-(2-((4-chlorophenyl)amino)-2-oxoacetamido)-1-azaspiro[5.5]undecan-1-yl)ethyl)amino)-1-oxopentan-2-yl-18-oxo-2,5,8,11,14-pentaoxa-17-azahenicosan-21-oate NCCCC(C(=O)NCCN1CCC(CC12CCCCC2)NC(C(=O)NC2=CC=C(C=C2)Cl)=O)OC(CCC(NCCOCCOCCOCCOCCOC)=O)=O